16α,17α-epoxy-10β-hydroxyestr-4-en-3-one O[C@]12CCC(C=C1CC[C@H]1[C@@H]3C[C@@H]4[C@H]([C@@]3(C)CC[C@H]21)O4)=O